N-(5-Chloro-2-methyl-6-(2H-1,2,3-triazol-2-yl)pyridin-3-yl)-1-(8-fluoroisochinolin-4-yl)-5-(trifluoromethyl)-1H-pyrazol-4-carboxamid ClC=1C=C(C(=NC1N1N=CC=N1)C)NC(=O)C=1C=NN(C1C(F)(F)F)C1=CN=CC2=C(C=CC=C12)F